C1(=CC=CC=C1)CCCC1=NOC(=N1)[C@H]1N(CCCC1)S(=O)(=O)CC(C)C 3-(3-phenylpropyl)-5-[(2S)-1-isobutylsulfonylpiperidin-2-yl]-1,2,4-oxadiazole